(6S)-6-(2-chloro-4-isopropylphenyl)-2-(hydroxymethyl)-2-(methoxymethyl)quinuclidin-3-one ClC1=C(C=CC(=C1)C(C)C)[C@@H]1CC2C(C(N1CC2)(COC)CO)=O